Cobalt (II) fluoride hydrate O.[Co](F)F